N1=CN=CC2=CC(=CC=C12)C#N Quinazoline-6-carbonitrile